BrC1=C2C(=CC(=CC2=CC=C1F)O)N1CC=2N=C(N=C(C2CC1)N1CCOCC(C1)CO)OC[C@]12CCCN2C[C@@H](C1)F 5-bromo-6-fluoro-4-(2-(((2R,7aS)-2-fluorohexahydro-1H-pyrrolizin-7a-yl)methoxy)-4-(6-(hydroxymethyl)-1,4-oxazepan-4-yl)-5,6-dihydropyrido[3,4-d]pyrimidin-7(8H)-yl)naphthalen-2-ol